(R)-2,3-dihydro-1H-pyrido[2,3-b][1,4]thiazin-3-yl(phenyl)methanamine N1C2=C(SC(C1)[C@H](N)C1=CC=CC=C1)N=CC=C2